(R)-6-(2-amino-4-(trifluoromethyl)phenyl)-N-(1-isopropylpiperidin-3-yl)-5-methylpyridazin-3-amine NC1=C(C=CC(=C1)C(F)(F)F)C1=C(C=C(N=N1)N[C@H]1CN(CCC1)C(C)C)C